N1N=CC2=C1COCC2 1,4,5,7-tetrahydropyrano[3,4-c]pyrazole